(±)-trans-N-(8-chloro-6-(2-oxo-2,3-dihydro-1H-benzo[d]imidazol-1-yl)isoquinolin-3-yl)-2-cyanocyclopropanecarboxamide ClC=1C=C(C=C2C=C(N=CC12)NC(=O)[C@H]1[C@@H](C1)C#N)N1C(NC2=C1C=CC=C2)=O |r|